N-((R)-1-cyanopyrrolidin-3-yl)-((2S,6R)-2,6-dimethyl-morpholino)-5-fluoroisonicotinamide C(#N)N1C[C@@H](CC1)NC(C1=C(C=NC=C1F)N1C[C@@H](O[C@@H](C1)C)C)=O